(chloromethyl)-1-methyl-4-nitrobenzene ClCC1=C(C=CC(=C1)[N+](=O)[O-])C